(1R,3S,5R)-2-(2-(3-acetyl-7-methyl-5-(2-methylpyrimidin-5-yl)-1H-indazol-1-yl)acetyl)-N-((E)-2-fluoro-3-phenylbut-2-en-1-yl)-2-azabicyclo[3.1.0]hexane-3-carboxamide C(C)(=O)C1=NN(C2=C(C=C(C=C12)C=1C=NC(=NC1)C)C)CC(=O)N1[C@@H]2C[C@@H]2C[C@H]1C(=O)NC/C(=C(/C)\C1=CC=CC=C1)/F